3-benzyl-6-methyl-7-oxa-3-azabicyclo[4.1.0]heptane C(C1=CC=CC=C1)N1CC2OC2(CC1)C